C(C)NC=1C=C(C=C2C3=C(NC12)N=CC(=C3N3N=C(C=C3)C(F)(F)F)C=3C=NC(=NC3)N3CCNCC3)F N-ethyl-6-fluoro-3-(2-piperazin-1-ylpyrimidin-5-yl)-4-[3-(trifluoromethyl)pyrazol-1-yl]-9H-pyrido[2,3-b]indol-8-amine